(S)-6-(2-acetamido-4-methylthiazol-5-yl)-2-(1-cyclopropylethyl)-3-oxo-2,3-dihydro-1H-pyrrolo[3,4-c]pyridine-4-carboxylic acid C(C)(=O)NC=1SC(=C(N1)C)C1=CC2=C(C(=N1)C(=O)O)C(N(C2)[C@@H](C)C2CC2)=O